2-methylbutyl-2,2-dimethyl-propyl-dimethoxysilane CC(C[Si](OC)(OC)CC(C)(C)C)CC